C(C)ON=C(N)C1=NC(=C(C=C1)S(=O)(=O)C)C1=NC2=C(N1C)C=CC(=C2)C(F)(F)F N'-ethoxy-5-methylsulfonyl-6-[1-methyl-5-(trifluoromethyl)benzimidazol-2-yl]pyridin-2-carboxamidine